N1N=CC=CC=C1 Azazepine